ClC=1C=C(C2=C(C=C(O2)C(=O)N[C@H]2CN3CCC2CC3)C1)C1=C(C=CC=C1)OCCF |r| (R and S)-5-chloro-7-[2-(2-fluoroethoxy)phenyl]-N-quinuclidin-3-yl-benzofuran-2-carboxamide